1-(1-oxo-5-((4-(5-phenylthieno[2,3-d]pyrimidin-4-yl)-3,6-dihydropyridin-1(2H)-yl)methyl)isoindolin-2-yl)dihydropyrimidine-2,4(1H,3H)-dione O=C1N(CC2=CC(=CC=C12)CN1CCC(=CC1)C=1C2=C(N=CN1)SC=C2C2=CC=CC=C2)N2C(NC(CC2)=O)=O